perfluoro-pentyl methacrylate C(C(=C)C)(=O)OC(C(C(C(C(F)(F)F)(F)F)(F)F)(F)F)(F)F